methyl 4-[3-(iodomethyl)cyclobutyl]benzoate ICC1CC(C1)C1=CC=C(C(=O)OC)C=C1